4-(4-methylpiperazine-1-carbonyl)benzoic acid [3-(3-ethyl-4-oxo-spiro[6,8-dihydro-5H-pyrazolo[4,3-c]azepin-7,4'-tetrahydropyran]-1-yl)-2,2-dimethyl-propyl] ester C(C)C1=NN(C2=C1C(NCC1(CCOCC1)C2)=O)CC(COC(C2=CC=C(C=C2)C(=O)N2CCN(CC2)C)=O)(C)C